1-(9Z,12Z-octadecadienoyl)-2-(6Z,9Z,12Z,15Z-octadecatetraenoyl)-glycero-3-phosphoserine CCCCC/C=C\C/C=C\CCCCCCCC(=O)OC[C@H](COP(=O)(O)OC[C@@H](C(=O)O)N)OC(=O)CCCC/C=C\C/C=C\C/C=C\C/C=C\CC